BrC1=NN2C(N(C(CC2)=O)CC2=CC(=C(C=C2)C=2N(C=C(N2)C(F)(F)F)CC)F)=C1 2-bromo-4-(4-(1-ethyl-4-(trifluoromethyl)-1H-imidazol-2-yl)-3-fluorobenzyl)-6,7-dihydropyrazolo[1,5-a]pyrimidin-5(4H)-one